1,2-dicyclohexylmethyl-3-methylcyclohexane C1(CCCCC1)CC1C(C(CCC1)C)CC1CCCCC1